S1C=NC2=C1C=CC(=C2)[C@@H]2N(C[C@H](CC2)C)C(=O)OC(C)(C)C tert-butyl (2R,5S)-2-(1,3-Benzothiazol-5-yl)-5-methyl-piperidine-1-carboxylate